tert-butyl (3,5-difluoro-4-(3-iodo-1-((2-(trimethylsilyl)ethoxy)methyl)-1H-pyrazolo[3,4-c]pyridin-5-yl)benzyl)(methyl)carbamate FC=1C=C(CN(C(OC(C)(C)C)=O)C)C=C(C1C=1C=C2C(=CN1)N(N=C2I)COCC[Si](C)(C)C)F